1-(3,5-dimethylbenzyl)-5-hydroxy-N-methyl-2-oxo-2,3-dihydro-1H-benzo[b]azepine-4-carboxamide CC=1C=C(CN2C3=C(C(=C(CC2=O)C(=O)NC)O)C=CC=C3)C=C(C1)C